3-aminopropane adipate C(CCCCC(=O)O)(=O)O.NCCC